C1(=CC(=CC=C1)[C@@H]1[C@@H](C1)C(=O)O)C (1R,2S)-2-(m-tolyl)cyclopropane-1-carboxylic acid